C(C1=CC=CC=C1)OC(=O)NC[C@@H](N)C(=O)OCC1=CC=CC=C1 benzyl 3-{[(benzyloxy)carbonyl]amino}-D-alaninate